5-(2-(2-(2-(2-aminoethoxy)ethoxy)ethoxy)ethylamino)-5-oxopentanoic acid NCCOCCOCCOCCNC(CCCC(=O)O)=O